3-allyl-salicylaldehyde C(C=C)C1=C(C(C=O)=CC=C1)O